5-methyl-2,3,4-trimethoxyphenol CC=1C(=C(C(=C(C1)O)OC)OC)OC